tert-butyl 4-hydroxy-3-(6-methoxypyridazin-3-yl)-5-methylpiperidine-1-carboxylate OC1C(CN(CC1C)C(=O)OC(C)(C)C)C=1N=NC(=CC1)OC